5-(((1S,3S)-3-(5-amino-1,3,4-thiadiazol-2-yl)cyclopentyl)methyl)-1,3,4-thiadiazol-2-amine NC1=NN=C(S1)[C@@H]1C[C@H](CC1)CC1=NN=C(S1)N